C\1(=C\CCCCCC1)/CC(=O)[O-] (E)-cyclooct-1-en-1-ylacetate